2-acetyl-7,8-dihydro-1,6-naphthyridine-6(5H)-carboxylic acid tert-butyl ester C(C)(C)(C)OC(=O)N1CC=2C=CC(=NC2CC1)C(C)=O